C[C@@H]1N(CCN(C1)C)C(=O)C=1C(=CC(=NC1)C#N)C 5-((S)-2,4-dimethylpiperazine-1-carbonyl)-4-methylpicolinonitrile